COC(\C=C\CNC)=O (E)-4-(methylamino)but-2-enoic acid methyl ester